OC1=NOC(=C1)C(C(=O)O)C(C)C 2-(3-hydroxyisoxazol-5-yl)-3-methylbutanoic acid